3-(9-((4-(aminomethyl)-2,6-difluorophenyl)carbamoyl)-4,5-dihydrobenzo[b]thieno[2,3-d]oxepin-8-yl)-6-(propylcarbamoyl)picolinic acid NCC1=CC(=C(C(=C1)F)NC(=O)C1=CC2=C(OCCC3=C2SC=C3)C=C1C=1C(=NC(=CC1)C(NCCC)=O)C(=O)O)F